(R)-3-(3-fluoro-5-(trifluoromethyl)phenyl)isoxazolidine FC=1C=C(C=C(C1)C(F)(F)F)[C@@H]1NOCC1